(R)-N-(3-((5-(3-amino-3H-spiro[benzofuran-2,4'-piperidine]-1'-yl)pyrazin-2-yl)thio)-2-chlorophenyl)-4-hydroxy-1-methyl-6-carbonyl-1,6-dihydro-[3,4'-bipyridine]-5-carboxamide N[C@@H]1C2=C(OC13CCN(CC3)C=3N=CC(=NC3)SC=3C(=C(C=CC3)NC(=O)C3=C(C(=CN(C3=C=O)C)C3=CC=NC=C3)O)Cl)C=CC=C2